OC1(CN(C1)C1=CC=C(C=N1)C1CN(C1)C(=O)N1C[C@H](CC1)C(=O)N)C(F)(F)F (3S)-1-[3-[6-[3-Hydroxy-3-(trifluoromethyl)azetidin-1-yl]-3-pyridyl]azetidine-1-carbonyl]pyrrolidine-3-carboxamide